1,2-Dioleyl-sn-glycero-3-phospho-L-serine C(CCCCCCC\C=C/CCCCCCCC)OC[C@@H](OCCCCCCCC\C=C/CCCCCCCC)COP(=O)(O)OC[C@H](N)C(=O)O